Cl.NCC(CO)=O 1-amino-3-hydroxypropan-2-one hydrochloride